ClC1=C(C(=CC=C1)Cl)N1CC(C1)C1=CC(=C(CN2CC(C2)(O)C(F)F)C(=C1)C)C (4-(1-(2,6-dichlorophenyl)azetidin-3-yl)-2,6-dimethylbenzyl)-3-(difluoromethyl)azetidin-3-ol